(S)-1-((3-(2-(5-fluorothiophen-2-yl)ethyl)-1-(2-(6-methylpyridin-3-yl)propan-2-yl)pyrrolidin-3-yl)methyl)guanidine citrate C(CC(O)(C(=O)O)CC(=O)O)(=O)O.FC1=CC=C(S1)CC[C@@]1(CN(CC1)C(C)(C)C=1C=NC(=CC1)C)CNC(=N)N